C(C=CCCCCCCCC=CCCCCCCCC(=O)N)=CCCCCCCCC=CCCCCCCCC(=O)N 1,2-ethanediylidenebis-9-octadecenamide